ClC1=C(C=C(C=C1)[N+](=O)[O-])C1=CC=C(O1)C=C1C(C2=CC=CC=C2C1)=O 2-[[5-(2-Chloro-5-nitrophenyl)-2-furanyl]methylene]-2,3-dihydro-1H-inden-1-one